C1=C[C@H]2CC[C@H]3[C@@H](CCC4CCCC[C@H]34)[C@@H]2C1 Gonen